tert-butyl 3-(4-(methylsulfonyl)phenethyl)piperidine-1-carboxylate CS(=O)(=O)C1=CC=C(CCC2CN(CCC2)C(=O)OC(C)(C)C)C=C1